Cl.FC(C1=CC(=NC=C1)N1CC2(C1)CCNCC2)(F)F 2-[4-(trifluoromethyl)pyridin-2-yl]-2,7-diazaspiro[3.5]nonane hydrochloride